1-[5-ethylsulfonyl-6-[1-oxo-6-(trifluoromethyl)-3H-pyrrolo[3,4-c]pyridin-2-yl]-3-pyridinyl]cyclopropanecarbonitrile C(C)S(=O)(=O)C=1C=C(C=NC1N1CC=2C=NC(=CC2C1=O)C(F)(F)F)C1(CC1)C#N